fumaric acid monoglycidyl ester C(C1CO1)OC(\C=C\C(=O)O)=O